4-(9-(3-(2,4-dioxotetrahydropyrimidin-1(2H)-yl)-4-methoxybenzoyl)-3,9-diazaspiro[5.5]undec-3-yl)butanal methyl-2-(4-methoxybenzoyl)-1,2,3,4-tetrahydroisoquinoline-6-carboxylate COC(=O)C=1C=C2CCN(CC2=CC1)C(C1=CC=C(C=C1)OC)=O.O=C1N(CCC(N1)=O)C=1C=C(C(=O)N2CCC3(CCN(CC3)CCCC=O)CC2)C=CC1OC